(S)-1-(4-(2-(difluoromethyl)pyridin-4-yl)-2-(prop-1-yn-1-yl)phenoxy)-2,4-dimethylpentan-2-amine FC(C1=NC=CC(=C1)C1=CC(=C(OC[C@](CC(C)C)(N)C)C=C1)C#CC)F